4,5-dimethoxy-2-nitrobenzyl 1H-1,2,3-triazole-1-carboxylate N1(N=NC=C1)C(=O)OCC1=C(C=C(C(=C1)OC)OC)[N+](=O)[O-]